FC1=CC2=C(SCC2)C=C1 5-fluoro-2,3-dihydrobenzo[b]thiophene